C(#N)N1C[C@@H](C[C@@H]1COC)NC(=O)C=1OC(=CN1)C1=CC(=CC=C1)OC(F)(F)F N-((3r,5r)-1-cyano-5-(methoxymethyl)pyrrolidin-3-yl)-5-(3-(trifluoromethoxy)-phenyl)oxazole-2-carboxamide